COC1=C2CN(CC2=CC=C1)C=1C(=CN=NC1)C 5-(4-Methoxyisoindolin-2-yl)-4-methylpyridazin